(R)-4-(3-(((((9H-fluoren-9-yl)methoxy)carbonyl)amino)methyl)bicyclo[1.1.1]pentan-1-yl)-2-benzyl-4-oxobutanoic acid C1=CC=CC=2C3=CC=CC=C3C(C12)COC(=O)NCC12CC(C1)(C2)C(C[C@H](C(=O)O)CC2=CC=CC=C2)=O